[Br-].C(C1=CC=CC=C1)NC(C[N+]1(CCCCCC1)CC(=O)NC1=C(SC=C1C(N(C)CCOC)=O)C)=O 1-(2-(benzylamino)-2-oxoethyl)-1-(2-((4-((2-methoxyethyl)(methyl)carbamoyl)-2-methylthiophen-3-yl)amino)-2-oxoethyl)azepan-1-ium bromide